diallyl (5-chloro-8-quinolinoxy)malonate ClC1=C2C=CC=NC2=C(C=C1)OC(C(=O)OCC=C)C(=O)OCC=C